ClC1=CC=C(C=C1)OC#N 4-Chloro-cyanatobenzol